tert-butyl 4-(6-bromo-5-isopropoxybenzo[d]thiazol-2-yl)piperazine-1-carboxylate BrC1=CC2=C(N=C(S2)N2CCN(CC2)C(=O)OC(C)(C)C)C=C1OC(C)C